(S)-2-isobutyryl-N-methyl-N-(1-phenylethyl)-1,2,3,4-tetrahydroisoquinoline-7-sulfonamide C(C(C)C)(=O)N1CC2=CC(=CC=C2CC1)S(=O)(=O)N([C@@H](C)C1=CC=CC=C1)C